CC=1OC2=C(C1C1(CC1)CN)C=C(C=C2)OCC=2C(=NC=CC2)C(F)(F)F 1-[1-(2-methyl-5-{[2-(trifluoromethyl)pyridin-3-yl]methoxy}-1-benzofuran-3-yl)cyclopropyl]methanamine